BrC1=CC=C2C(N(C(C2=C1)=O)CC1=CC=C(C=C1)Cl)(OCC1(CC1)CO)C1=CC=C(C=C1)Cl 6-bromo-2-(4-chlorophenylmethyl)-3-(4-chlorophenyl)-3-((1-(hydroxymethyl)cyclopropyl)methoxy)isoindolin-1-one